ethyl 3-(N-(5-chloro-4-methylpyridin-3-yl)-5-(trifluoromethyl)-1H-benzo[d]imidazole-2-carboxamido)-2,2-difluoropropanoate ClC=1C(=C(C=NC1)N(C(=O)C1=NC2=C(N1)C=CC(=C2)C(F)(F)F)CC(C(=O)OCC)(F)F)C